BrC1=C2C(=CC(=NC2=CC(=C1)S(=O)(=O)Cl)O)C 5-bromo-2-hydroxy-4-methylquinoline-7-sulfonyl chloride